C(C)(C)C1=CC(=C2C=C(CN(C2=C1)C)C)OC 7-Isopropyl-5-methoxy-1,3-dimethylquinolin